1,2,3-triazine N-oxide [N+]1(=NN=CC=C1)[O-]